The molecule is a trisaccharide that is alpha-D-galactopyranose in which the hydroxy groups at positions 3 and 4 have been converted into the corresponding beta-D-glucopyranosides. It is a trisaccharide and a beta-D-glucoside. C([C@@H]1[C@H]([C@@H]([C@H]([C@@H](O1)O[C@H]2[C@H](O[C@@H]([C@@H]([C@H]2O[C@H]3[C@@H]([C@H]([C@@H]([C@H](O3)CO)O)O)O)O)O)CO)O)O)O)O